1-(2-chloropyrimidin-4-yl)-3-methyl-5-nitro-indole ClC1=NC=CC(=N1)N1C=C(C2=CC(=CC=C12)[N+](=O)[O-])C